NC1=NC(=C2N=CN(C2=N1)CC1=C(C=C(C=C1)[N+](=O)[O-])F)C=1C(=C(C#N)C=CC1)F 3-(2-amino-9-(2-fluoro-4-nitrobenzyl)-9H-purin-6-yl)-2-fluorobenzonitrile